C[C@H](CC(=O)O)C(N[C@H]1C2=C(CN3N(C1=O)CCC3)C=CC=C2)=O (R)-3-methyl-4-oxo-4-(((S)-11-oxo-2,3,10,11-tetrahydro-1H,5H-benzo[d]pyrazolo[1,2-a][1,2]diazepin-10-yl)amino)butanoic acid